C(C)(=O)C1=CC=C2C(N(C(C2=C1)=O)CC1=CC=C(C=C1)C#C[Si](C(C)C)(C(C)C)C(C)C)(O)C1=CC=C(C=C1)Cl 6-acetyl-3-(4-chlorophenyl)-3-hydroxy-2-(4-((triisopropylsilyl)ethynyl)benzyl)isoindolin-1-one